N-methyl-3-(2-methyl-5-nitro-phenyl)-1,6-naphthyridin-7-amine CNC1=NC=C2C=C(C=NC2=C1)C1=C(C=CC(=C1)[N+](=O)[O-])C